O=C1NC2=C(C(=N[C@@H]1NC(=O)C=1C(=NN3C1OCCC3)C=3C=NN(C3)CC(F)(F)F)C3=CC=CC=C3)C=CC=C2 N-[(3S)-2-oxo-5-phenyl-1,3-dihydro-1,4-benzodiazepin-3-yl]-2-[1-(2,2,2-trifluoroethyl)pyrazol-4-yl]-6,7-dihydro-5H-pyrazolo[5,1-b][1,3]oxazine-3-carboxamide